3-hydroxynaphthoic acid OC=1C=C(C2=CC=CC=C2C1)C(=O)O